C[C@H]1O[C@H](CN(C1)C1=CC=CC(=N1)C1=NC2=CC(=NC=C2C=C1)CNC(=O)C=1C=C2C(=CN(C2=CC1)C)P(=O)(C)C)C N-((2-(6-((2R,6S)-2,6-dimethylmorpholino)pyridin-2-yl)-1,6-naphthyridin-7-yl)methyl)-3-(dimethylphosphoryl)-1-methyl-1H-indole-5-carboxamide